C(C1=CC=CC=C1)S(=O)(=O)OC1=C2C(C(=O)NC2=O)=CC=C1 toluenesulfonyloxyphthalimide